5-(3-penten-5-yloxy)carbonylamino-3-(1,4,5,6,7,8,9-heptahydroquinolizin-2-yl)-1H-indole CCC=CCOC(=O)NC=1C=C2C(=CNC2=CC1)C=1CC2CCCCN2CC1